2-(((6-bromopyrimidin-4-yl)amino)methyl)-6-isopropylimidazo[1,2-c]pyrimidin-5(6H)-one BrC1=CC(=NC=N1)NCC=1N=C2N(C(N(C=C2)C(C)C)=O)C1